2,2'-((sulfonylbis(2,6-di(thianthren-1-yl)-4,1-phenylene))bis(oxy))bis(ethan-1-ol) S(=O)(=O)(C1=CC(=C(C(=C1)C1=CC=CC=2SC3=CC=CC=C3SC12)OCCO)C1=CC=CC=2SC3=CC=CC=C3SC12)C1=CC(=C(C(=C1)C1=CC=CC=2SC3=CC=CC=C3SC12)OCCO)C1=CC=CC=2SC3=CC=CC=C3SC12